methyl (R)-12-(3-hydroxypropoxy-1,1,2,2,3,3-d6)-11-(methoxymethyl)-3,3-dimethyl-8-oxo-2,3,8,13b-tetrahydro-1H-pyrido[2,1-a]pyrrolo[1,2-c]phthalazine-7-carboxylate OC(C(C(OC1=CC=2[C@@H]3N(N4C(C2C=C1COC)=CC(C(=C4)C(=O)OC)=O)C(CC3)(C)C)([2H])[2H])([2H])[2H])([2H])[2H]